1-(3-amino-6-chloropyridin-2-yl)piperidin-4-ol NC=1C(=NC(=CC1)Cl)N1CCC(CC1)O